aluminium isopropoxide CC([O-])C.[Al+3].CC([O-])C.CC([O-])C